2-((tert-butoxycarbonyl)amino)-5-(3-(trifluoromethyl)phenyl)cyclohexanecarboxylic acid C(C)(C)(C)OC(=O)NC1C(CC(CC1)C1=CC(=CC=C1)C(F)(F)F)C(=O)O